O=C(CCC(=O)ON1C(CCC1=O)=O)NCCSSCCNC(=O)N=S1(CC(C#CC(C1)(C)C)(C)C)=O 2,5-dioxopyrrolidin-1-yl 4-oxo-4-((2-((2-(3-(3,3,6,6-tetramethyl-1-oxido-4,5-didehydro-2,3,6,7-tetrahydro-1λ6-thiepin-1-ylidene)ureido)ethyl)disulfaneyl)ethyl)amino)butanoate